CN1N=C(C=C1)C=1C=C(C=NC1)N 5-(1-methyl-1H-pyrazol-3-yl)pyridin-3-amine